1-(5-bromo-3,6-difluoro-1H-indazol-1-yl)-2-methylpropane-2-ol BrC=1C=C2C(=NN(C2=CC1F)CC(C)(O)C)F